trimethylammonium tetrakis-(perfluoronaphthyl)borate FC1=C(C2=C(C(=C(C(=C2C(=C1F)F)F)F)F)F)[B-](C1=C(C(=C(C2=C(C(=C(C(=C12)F)F)F)F)F)F)F)(C1=C(C(=C(C2=C(C(=C(C(=C12)F)F)F)F)F)F)F)C1=C(C(=C(C2=C(C(=C(C(=C12)F)F)F)F)F)F)F.C[NH+](C)C